FCCN1C[C@H]([C@@H](CC1)CC1=C2C=CN(C2=C(C=C1C)C)C(=O)OC(C)(C)C)C=1C=NN(C1)C tert-butyl 4-(((3R,4R)-1-(2-fluoroethyl)-3-(1-methyl-1H-pyrazol-4-yl)piperidin-4-yl)methyl)-5,7-dimethyl-1H-indole-1-carboxylate